COC1=C(C(=CC=C1)OC)P 2,6-dimethoxyphenylphosphine